F[C@H]1CN(CC1)S(=O)(=O)N (R)-3-fluoropyrrolidine-1-sulfonamide